NC1=C(C=NN1CC(C)(C)C)C(=O)O 5-amino-1-(2,2-dimethylpropyl)-1H-pyrazole-4-carboxylic acid